F[As-](F)(F)(F)(F)F.C[S+](C1=CC=C(C=C1)OC(C1=CC=CC=C1)=O)C dimethyl-4-(benzoyloxy)phenyl-sulfonium hexafluoroarsenate